ClC1=C2C=CNC2=CC(=C1)NC(NC(C)C1=CC(=C(C=C1)C)Cl)=O 3-(4-chloro-1H-indol-6-yl)-1-[1-(3-chloro-4-methylphenyl)ethyl]urea